2-((2-(trifluoromethyl)phenoxy)methyl)imidazo[1,2-a]Pyridine-7-carboxamide FC(C1=C(OCC=2N=C3N(C=CC(=C3)C(=O)N)C2)C=CC=C1)(F)F